(R)-3-(6-methoxypyridin-3-yl)-3-(5-(3-(5,6,7,8-tetrahydro-1,8-naphthyridin-2-yl)propyl)thiazol-2-yl)propionic acid COC1=CC=C(C=N1)[C@@H](CC(=O)O)C=1SC(=CN1)CCCC1=NC=2NCCCC2C=C1